CC=1C(N(C=CC1)CC=1C=NC=CC1)=O methyl-1-(pyridin-3-ylmethyl)pyridin-2(1H)-one